C([C@H](O)[C@@H](O)[C@H](O)[C@@H](O)CO)O L-Iditol